(8-benzyl-2,8-diazaspiro[4.5]decan-2-yl)(3,3-dimethyl-2,3-dihydro-1H-pyrrolo[3,2-b]pyridin-1-yl)methanone C(C1=CC=CC=C1)N1CCC2(CCN(C2)C(=O)N2CC(C3=NC=CC=C32)(C)C)CC1